NC1=C(C(=O)N)C(=CN=C1)F 3-amino-5-fluoroisonicotinamide